N(=[N+]=[N-])CCCCCCCCO 8-azido-1-octanol